Ethyl (R/S)-2-(4-((2-chloro-5-oxido-6,7-dihydrothieno[3,2-d]pyrimidin-4-yl)amino)phenyl)acetate ClC=1N=C(C2=C(N1)CC[S@]2=O)NC2=CC=C(C=C2)CC(=O)OCC |r|